FC(C1=CC=C(C=C1)CC1CCN(CC1)C(=O)C=1C=CC2=C(NC(CO2)=O)C1)(F)F 6-[4-[[4-(trifluoromethyl)phenyl]methyl]piperidine-1-carbonyl]-4H-1,4-benzoxazin-3-one